FC(OC1=CC=C(C=C1)C=1C(=NC=C2C=CC(=NC12)OCC(F)(F)F)OC)F 8-(4-(difluoromethoxy)phenyl)-7-methoxy-2-(2,2,2-trifluoroethoxy)-1,6-naphthyridine